BrC=1C2=C(C=3C(=NC(=NC3C1F)N1CC(C1)N(C)C)Cl)COC2 1-(6-Bromo-1-chloro-5-fluoro-7,9-dihydrofuro-[3,4-f]quinazolin-3-yl)-N,N-dimethylazetidin-3-amine